ClC=1C2=C(C(N(C1)CC)=O)C(=CS2)NC2=CC(=NC=C2C(=O)O)NC(=O)C2CC2 4-((7-Chloro-5-ethyl-4-oxo-4,5-dihydrothieno[3,2-c]pyridin-3-yl)amino)-6-(cyclopropanecarboxamido)nicotinic acid